hexadecyl 5-(iodomethyl)furan-2-carboxylate ICC1=CC=C(O1)C(=O)OCCCCCCCCCCCCCCCC